C(C)(C)(C)N1CCN(CC1)C1=CC(=C(C=C1)C1=C2C=C(NC2=C(C(=C1)C=1CN(CCC1)C(CCN1N=NC=C1)=O)F)C(N(C)C)=O)OC tert-butyl-4-(4-(6-(1-(3-(1H-1,2,3-triazol-1-yl)propanoyl)-1,2,5,6-tetrahydropyridin-3-yl)-2-(dimethylcarbamoyl)-7-fluoro-1H-indol-4-yl)-3-methoxyphenyl)piperazine